N-behenoyl-methionine C(CCCCCCCCCCCCCCCCCCCCC)(=O)N[C@@H](CCSC)C(=O)O